O=C1NC(CCC1N1C(C2=CC=CC(=C2C1=O)NCCOCCOCCCO)=O)=O 2-(2,6-dioxopiperidin-3-yl)-4-((2-(2-(3-hydroxypropoxy)ethoxy)ethyl)amino)isoindoline-1,3-dione